N-(6-amino-5-ethyl-3-pyridyl)-2-oxo-2-[(2R,5S)-5-methyl-2-[2-[(3S,4R)-3-methoxy-1-methyl-4-piperidyl]-1,3-benzothiazol-5-yl]-1-piperidyl]acetamide NC1=C(C=C(C=N1)NC(C(N1[C@H](CC[C@@H](C1)C)C=1C=CC2=C(N=C(S2)[C@H]2[C@@H](CN(CC2)C)OC)C1)=O)=O)CC